C1(CC1)C1=C(C(=NO1)C1=C(C=CC=C1Cl)Cl)COC1CCN(CC1)C1=CC=C(C=C1)B1OC(C(O1)(C)C)(C)C 5-cyclopropyl-3-(2,6-dichlorophenyl)-4-(((1-(4-(4,4,5,5-tetramethyl-1,3,2-dioxaborolan-2-yl)phenyl)piperidin-4-yl)oxy)methyl)isoxazole